COC=1C=C2C(=C(C(C2=CC1)CC1=CC=C(C=C1)C(C)C)C)CC(=O)O (Z)-2-(5-methoxy-2-methyl-1-(4-isopropylbenzyl)-1H-inden-3-yl)acetic acid